6'-fluoro-4'-oxospiro[azetidine-3,2'-chromane]-1-carboxylic acid tert-butyl ester C(C)(C)(C)OC(=O)N1CC2(OC3=CC=C(C=C3C(C2)=O)F)C1